6-[(benzyloxy)carbonyl]-L-lysine tert-butyl ester mono(trifluoroacetic acid) salt FC(C(=O)O)(F)F.C(C)(C)(C)OC([C@@H](N)CCCC(N)C(=O)OCC1=CC=CC=C1)=O